FC1=C(C=CC(=C1)F)C(\C=C\C1=CC(=C(C=C1)OC)O)=O (E)-1-(2,4-Difluorophenyl)-3-(3-hydroxy-4-methoxyphenyl)prop-2-en-1-one